CC=1C(C2=CC=CC(=C2C(C1C)=O)Cl)=O 2,3-dimethyl-5-chloro-1,4-naphthoquinone